2-[5-(5-amino-4-cyano-1-isopropyl-pyrazol-3-yl)-2-pyridinyl]acetic acid lithium salt [Li+].NC1=C(C(=NN1C(C)C)C=1C=CC(=NC1)CC(=O)[O-])C#N